3-[5-bromo-6-[2-cyano-3-[[ethyl(methyl)sulfamoyl]amino]-6-fluoro-phenoxy]-4-oxo-quinazolin-3-yl]-1-oxa-8-azaspiro[4.5]decane BrC1=C2C(N(C=NC2=CC=C1OC1=C(C(=CC=C1F)NS(N(C)CC)(=O)=O)C#N)C1COC2(C1)CCNCC2)=O